FC1=C(C=C2CC(C(C2=C1)NC(O[C@@H]1CN2CCC1CC2)=O)(C)C)C2=CC=C(C=C2)CC(C)C (S)-quinuclidin-3-yl (6-fluoro-5-(4-isobutylphenyl)-2,2-dimethyl-2,3-dihydro-1H-inden-1-yl)carbamat